4-((3S,5S)-4-((benzyloxy)carbonyl)-3-(cyanomethyl)-5-methylpiperazin-1-yl)-2-(methylsulfanyl)-5,6-dihydropyrido[3,4-d]pyrimidine-7(8H)-carboxylic acid tert-butyl ester C(C)(C)(C)OC(=O)N1CC=2N=C(N=C(C2CC1)N1C[C@@H](N([C@H](C1)C)C(=O)OCC1=CC=CC=C1)CC#N)SC